C(C=C)(=O)N1CCC(CC1)NC=1N=C2C(=NC1)NC=C2C(=O)OCC ethyl 2-((1-propenoylpiperidin-4-yl) amino)-5H-pyrrolo[2,3-b]pyrazine-7-carboxylate